[C@H]12CN(C[C@H](CC1)N2)C2=NC(=NC1=C(C(=C(C=C21)Cl)C2=CC=CC=1SC(=C(C12)C#N)N)F)OC[C@]12CCCN2C[C@@H](C1)F 4-((R)-4-((1R,5S)-3,8-diazabicyclo[3.2.1]oct-3-yl)-6-chloro-8-fluoro-2-(((2R,7aS)-2-fluorotetrahydro-1H-pyrrolizin-7a(5H)-yl)methoxy)quinazolin-7-yl)-2-aminobenzo[b]thiophene-3-Nitrile